(5-(5-fluoro-6-(morpholine-4-carbonyl) pyridin-2-yl)-7-(trifluoromethyl) benzofuran-2-yl) methylcarbamate CNC(OC=1OC2=C(C1)C=C(C=C2C(F)(F)F)C2=NC(=C(C=C2)F)C(=O)N2CCOCC2)=O